ethyl 5-methoxy-6-methyl-6H-thieno[3,2-e]indole-2-carboxylate COC=1C=C2C(=C3C=CN(C13)C)C=C(S2)C(=O)OCC